4-[3-[4-(Diethylsulfamoyl)phenyl]-3-oxoprop-1-enyl]benzoic acid C(C)N(S(=O)(=O)C1=CC=C(C=C1)C(C=CC1=CC=C(C(=O)O)C=C1)=O)CC